CCCCCCCCCCCCCCCC(=O)OC[C@H](COP(=O)([O-])OCC[N+](C)(C)C)OC(=O)CC/C=C\C/C=C\C/C=C\C/C=C\C/C=C\CCCCC 1-Palmitoyl-2-docosapentaenoyl-sn-glycero-3-phosphocholine